3-Ethyl-3-silapentane C(C)[SiH](CC)CC